C(C)(C)(C)C=1C=C(C=C(C1O)C(C)(C)C)CCC(=O)O 3-(3,5-Di-tert-butyl-4-hydroxyphenyl)propionic acid